(2-((1-cyclopropyl-1H-pyrazol-4-yl)amino)pyrimidin-4-yl)-2-fluorobenzoic acid C1(CC1)N1N=CC(=C1)NC1=NC=CC(=N1)C=1C(=C(C(=O)O)C=CC1)F